C(=C)C=1N=C(C=2N(C1)C=CN2)C(=O)OC methyl 6-vinylimidazo[1,2-a]pyrazine-8-carboxylate